9,9-bis[4-(2-hydroxyethylthio)phenyl]fluorene OCCSC1=CC=C(C=C1)C1(C2=CC=CC=C2C=2C=CC=CC12)C1=CC=C(C=C1)SCCO